ClC1=C(C=CC=C1)N1C(N=C(C2=CC=C(C=C12)OC(F)(F)F)N[C@H]1[C@@H](CC1)O)=O 1-(2-chlorophenyl)-4-(((trans)-2-hydroxycyclobutyl)amino)-7-(trifluoromethoxy)-quinazolin-2(1H)-one